O1CCN(CC1)CC1=CC(=NC(=C1)NC=1SC=CN1)N[C@@H]1CN(CCC1)C(C=C)=O (S)-1-(3-(4-(morpholinomethyl)-6-(thiazol-2-ylamino)pyridin-2-ylamino)piperidin-1-yl)prop-2-en-1-one